(2-amino-3-(3-((6-(3-fluorophenoxy) pyridin-3-yl) methyl) isoxazol-5-yl) pyridin-1-ium-1-yl) methylphosphonate CP(O[N+]1=C(C(=CC=C1)C1=CC(=NO1)CC=1C=NC(=CC1)OC1=CC(=CC=C1)F)N)([O-])=O